7-(3,4-dimethoxyphenyl)-N-phenylpyrazolo[1,5-a]pyrimidine-2-carboxamide COC=1C=C(C=CC1OC)C1=CC=NC=2N1N=C(C2)C(=O)NC2=CC=CC=C2